3,5-bistrifluoromethyl-N-(4-(N-(3-chloro-2-methylphenyl)sulfamoyl)phenyl)benzenesulfonamide FC(C=1C=C(C=C(C1)C(F)(F)F)S(=O)(=O)NC1=CC=C(C=C1)S(NC1=C(C(=CC=C1)Cl)C)(=O)=O)(F)F